5-(4-(hexyloxy)-1,2,5-thiadiazol-3-yl)-1-((((icosyloxy)carbonyl)oxy)methyl)-1-methyl-1,2,3,6-tetrahydropyridin-1-ium iodide [I-].C(CCCCC)OC=1C(=NSN1)C1=CCC[N+](C1)(C)COC(=O)OCCCCCCCCCCCCCCCCCCCC